N1(CCOCC1)CCOC1=CC=C(C=C1)NC=1N=CC2=C(N1)CN(CC2)C(=O)OC(C)(C)C tert-butyl 2-({4-[2-(morpholin-4-yl)ethoxy]phenyl}amino)-5H,6H,7H,8H-pyrido[3,4-d]pyrimidine-7-carboxylate